FC=1C(=CC(=C(C(=O)NC=2C=CC=C3C=NNC23)C1)O[C@H](C(F)(F)F)C)N1N=C2N(CCCC2)C1=O 5-fluoro-N-(1H-indazol-7-yl)-4-(3-oxo-5,6,7,8-tetrahydro[1,2,4]triazolo[4,3-a]pyridin-2(3H)-yl)-2-{[(2S)-1,1,1-trifluoropropan-2-yl]oxy}benzamide